2-bromo-5-tert-butylphenol BrC1=C(C=C(C=C1)C(C)(C)C)O